BrC=1C=CC=2C3=C(NC2C1)C=CN=C3 7-bromo-5H-pyrido[4,3-b]indole